C(CCCCCCCCCCCCCCCCC)(=O)OC[C@@H](OC(CCCCCCCCCCCCCCCCC)=O)COP(=O)(O)OCCN 1,2-distearoyl-SN-glycero-3-phosphorylethanolamine